BrC1=CC=C(C=C1)C1SCC(NC1)=O 6-(4-bromophenyl)thiomorpholin-3-one